3-(6-methoxy-1H-indol-3-yl)-2-methyl-1-(3,4,5-trimethoxyphenyl)propan-2-en-1-one COC1=CC=C2C(=CNC2=C1)C=C(C(=O)C1=CC(=C(C(=C1)OC)OC)OC)C